N,N'-ethylene-bis(tetrabromophthalimide) C(CN1C(C=2C(C1=O)=C(C(=C(C2Br)Br)Br)Br)=O)N2C(C=1C(C2=O)=C(C(=C(C1Br)Br)Br)Br)=O